BrC=1C=CC(=C2N=C(SC21)NC(=O)OC(C)(C)C)C(=O)OC methyl 7-bromo-2-(tert-butoxycarbonylamino)-1,3-benzothiazole-4-carboxylate